benzyl 3-(2-{5-[(1R,4R,7R)-7-amino-2-azabicyclo[2.2.1]heptane-2-carbonyl]-7-methoxy-1-methyl-1H-1,3-benzodiazol-2-yl}-1-(cyclopropylmethyl)-1H-indol-7-yl)pyrrolidine-1-carboxylate N[C@H]1[C@@H]2N(C[C@H]1CC2)C(=O)C2=CC1=C(N(C(=N1)C=1N(C3=C(C=CC=C3C1)C1CN(CC1)C(=O)OCC1=CC=CC=C1)CC1CC1)C)C(=C2)OC